C(C)(=O)O.C(C)N1CN(C=C1)CC 1-ethyl-3-ethylimidazole acetate